BrC1=C(NC=2N=NC(=CC21)Cl)C2=CC(=C(C=C2)OC)OC 5-bromo-3-chloro-6-(3,4-dimethoxyphenyl)-7H-pyrrolo[2,3-c]pyridazine